BrC(C(N1CCC2=CC=C(C=C12)OC(F)(F)F)=O)C1=C(OCCC(C(=O)[O-])(C)C)C=C(C=C1)Cl 4-(2-(1-bromo-2-oxo-2-(6-(trifluoromethoxy) indolin-1-yl) ethyl)-5-chlorophenoxy)-2,2-dimethylbutyrate